(R)-3-(2-(4-(4-fluorophenyl)piperazin-1-yl)ethyl)-2-methyl-8-pivaloyl-2,8-diazaspiro[4.5]decan-1-one FC1=CC=C(C=C1)N1CCN(CC1)CC[C@@H]1N(C(C2(C1)CCN(CC2)C(C(C)(C)C)=O)=O)C